ClC1=C(OC=2C=C3C=CC=NC3=CC2)C(=CC(=C1)[N+](=O)[O-])Cl 6-(2,6-dichloro-4-nitrophenoxy)quinoline